N1(C=CC=2C1=NC=CC2)CC2=CC=C(S2)C2=NOC(=N2)C(F)(F)F 3-[5-(pyrrolo[2,3-b]pyridin-1-ylmethyl)-2-thienyl]-5-(trifluoromethyl)-1,2,4-oxadiazole